3,5-di-tert-butyl-4-hydroxybenzenepropionic acid isooctyl ester C(CCCCC(C)C)OC(CCC1=CC(=C(C(=C1)C(C)(C)C)O)C(C)(C)C)=O